C1(=CC=CC=C1)C1(C2=CC=CC=C2C=2C=CC(=CC12)NC1=CC=2C(C3=CC=CC=C3C2C=C1)(C1=CC=CC=C1)C1=CC=CC=C1)C1=CC=CC=C1 N-(9,9-diphenyl-9H-fluoren-2-yl)-9,9-diphenyl-9H-fluoren-2-amine